4,4'-(((3-chloro-4-ethynyl-1,2-phenylene)bis(oxy))bis(methylene))bis(methoxybenzene) ClC=1C(=C(C=CC1C#C)OCC1=CC=C(C=C1)OC)OCC1=CC=C(C=C1)OC